(S)-3-(4-methyl-1-(oxetan-2-ylmethyl)-1H-imidazol-5-yl)bicyclo[1.1.1]Pentane-1-carboxylic acid methyl ester COC(=O)C12CC(C1)(C2)C2=C(N=CN2C[C@H]2OCC2)C